4-(3-Morpholinopropyl)benzene-1,4-diamine O1CCN(CC1)CCCC1(CC=C(C=C1)N)N